3-(1-methyl-1H-pyrazol-4-yl)-N-(4-(4-(2-methylpiperidin-1-yl)-4-oxobutyl)-1-phenyl-1H-imidazol-2-yl)benzamide CN1N=CC(=C1)C=1C=C(C(=O)NC=2N(C=C(N2)CCCC(=O)N2C(CCCC2)C)C2=CC=CC=C2)C=CC1